C(C)(C)(C)[S@](=O)N=C1C(COC12CCN(CC2)C(=O)OC(C)(C)C)(C)C Tert-Butyl (S)-4-((tert-butylsulfinyl)imino)-3,3-dimethyl-1-oxa-8-azaspiro[4.5]decane-8-carboxylate